ClC[C@@]1([C@]([C@@H](CC1)CC1=CC=C(C=C1)F)(O)CN1N=CN=C1)C (1S,2S,5S)-2-chloromethyl-5-(4-fluorobenzyl)-2-methyl-1-(1H-1,2,4-triazole-1-ylmethyl)cycloPentanol